N[C@@H](C(C([2H])([2H])[2H])(C([2H])([2H])[2H])[2H])C(=O)O L-valine-3,4,4,4,4',4',4'-d